C(C1=CC=CC=C1)OC(=O)NCCCN1[C@@H](CCC1)COC1=NC2=C(C(=CC=C2C(=N1)N1CC2CCC(C1)N2C(=O)OC(C)(C)C)C2=CC(=CC1=CC=CC=C21)O)F Tert-butyl 3-[2-[[(2S)-1-[3-(benzyloxycarbonylamino)propyl]pyrrolidin-2-yl]methoxy]-8-fluoro-7-(3-hydroxy-1-naphthyl)quinazolin-4-yl]-3,8-diazabicyclo[3.2.1]octane-8-carboxylate